6-chloro-3-(6-fluoro-2-(phenylamino)-1H-benzo[d]imidazol-5-yl)-N-((1-methylpiperidin-4-yl)methyl)imidazo[1,2-b]pyridazin-8-amine ClC=1C=C(C=2N(N1)C(=CN2)C2=CC1=C(NC(=N1)NC1=CC=CC=C1)C=C2F)NCC2CCN(CC2)C